C(C)C(CC=C)=CCCC 4-ethyl-1,4-octadiene